(Z)-4-fluoro-N-((3-hydroxyphenyl)sulfonyl)-5-methyl-[1,1'-biphenyl]-3-carbohydrazonic acid FC1=C(C=C(C=C1C)C1=CC=CC=C1)/C(/O)=N/NS(=O)(=O)C1=CC(=CC=C1)O